N=1C=NN2C1C=CC(=C2)C2=CC(=NN2C2=NC(=CC=C2)C)CC(=O)NC2=CC(=CC=C2)C(F)(F)F 5-([1,2,4]triazolo[1,5-a]pyridin-6-yl)-1-(6-methylpyridin-2-yl)-N-(3-(trifluoromethyl)phenyl)-1H-pyrazole-3-carboxyamide